FC1=C(C=CC=C1)C1=C(C(=O)OC)C=C(C=C1)C methyl 2-(2-fluorophenyl)-5-methylbenzoate